C(C)(C)(C)OC(=O)N1CCC2(CC1)COC1=C2C=CC(=C1C(N[C@@H]1C(NC(CC1)=O)=O)=O)F (S)-7-((2,6-dioxopiperidin-3-yl)carbamoyl)-6-fluoro-2H-spiro[benzofuran-3,4'-piperidine]-1'-carboxylic acid tert-butyl ester